C(C)(C)(C)OC(=O)N1C=2C(OC[C@@H]1C)=[N+](C(=C(C2)CC2=CC=C(C=C2)F)C)[O-] (S)-1-(tert-butoxycarbonyl)-7-(4-fluorobenzyl)-2,6-dimethyl-2,3-dihydro-1H-pyrido[2,3-b][1,4]oxazine 5-oxide